NC=1C=NC(=NC1)N[C@H](CO)C1CC1 (S)-2-((5-aminopyrimidin-2-yl)amino)-2-cyclopropylethan-1-ol